ClC1=CC=C(S1)CNC1=CC(=NN1C(C(CO)(C)C)=O)C1NCCC1 1-(5-{[(5-Chlorothiophen-2-yl)methyl]amino}-3-(pyrrolidin-2-yl)-1H-pyrazol-1-yl)-3-hydroxy-2,2-dimethylpropan-1-on